CN1N=C2C(CN(C=3C(=NC=CC23)NC(=O)C2CC2)C)=C1 N-(2,5-dimethyl-4,5-dihydro-2H-pyrazolo[4,3-c][1,7]naphthyridin-6-yl)cyclopropanecarboxamide